N,N'-Dicyclohexylterephthalamide C1(CCCCC1)NC(C1=CC=C(C(=O)NC2CCCCC2)C=C1)=O